2-(2-((2,2-diphenylvinyl)oxy)ethoxy)ethan-1-ol (S)-benzyl-N-[4-[4-amino-2-(N-(2-amino-1-methyl-2-oxo-ethyl)-4-fluoro-anilino)thiazole-5-carbonyl]phenyl]carbamate C(C1=CC=CC=C1)N(C(=O)OCCOCCOC=C(C1=CC=CC=C1)C1=CC=CC=C1)C1=CC=C(C=C1)C(=O)C1=C(N=C(S1)N(C1=CC=C(C=C1)F)[C@H](C(=O)N)C)N